tert-butyl (2S)-2-[2-(4-{3-[(3-chloro-2-methoxyphenyl)amino]-4-oxo-1H,5H,6H,7H-pyrrolo[3,2-c]pyridin-2-yl}pyridin-3-yl)ethynyl]-2-methylpyrrolidine-1-carboxylate ClC=1C(=C(C=CC1)NC1=C(NC2=C1C(NCC2)=O)C2=C(C=NC=C2)C#C[C@]2(N(CCC2)C(=O)OC(C)(C)C)C)OC